O1COC2=C1C=CC(=C2)C=2C(=C1C(=CN2)N(C=C1)CC1CCNCC1)C1=CC=C(C#N)C=C1 4-(5-(benzo[d][1,3]dioxol-5-yl)-1-(piperidin-4-ylmethyl)-1H-pyrrolo[2,3-c]pyridin-4-yl)benzonitrile